S1C(=CC2=C1C=CC=C2)C=2OC1=C(N2)C=CC=C1 2-(benzothiophen-2-yl)benzo[d]oxazole